spiro[bicyclo[3.2.1]octane-8,1'-pyrrolidin]-1'-ium chloride HCl salt Cl.[Cl-].[N+]12(CCCC1)C1CCCC2CC1